1-[1-(5-methyl-2-pyridyl)ethyl]Proline CC=1C=CC(=NC1)C(C)N1[C@@H](CCC1)C(=O)O